C1N(CCC2=CC=CC=C12)CC(CNC(=O)C1=CC2=C(S1)CCCC2)O N-(3-(3,4-dihydroisoquinolin-2(1H)-yl)-2-hydroxypropyl)-4,5,6,7-tetrahydrobenzo[b]thiophene-2-carboxamide